OC=1C(=CN(C(C1)=O)C1CCOCC1)C(=O)OC methyl 4-hydroxy-1-(oxan-4-yl)-6-oxo-1,6-dihydropyridine-3-carboxylate